6-(3-chloro-2-fluoro-4-methoxyphenyl)-5-methyl-4,5-dihydro-2H-pyridazin-3-one ClC=1C(=C(C=CC1OC)C=1C(CC(NN1)=O)C)F